COC1=CC=C(C=C1)CN(C1=NC(=NC=2N1N=CC2C(C(F)F)=O)N2CCOCC2)CC2=CC=C(C=C2)OC 1-[4-{bis[(4-methoxyphenyl)methyl]amino}-2-(morpholin-4-yl)pyrazolo[1,5-a][1,3,5]triazin-8-yl]-2,2-difluoroethan-1-one